ClC1=C(OCC(=O)CC(=O)O)C=CC(=C1)[N+](=O)[O-] 2-(2-(2-chloro-4-nitrophenoxy)acetyl)acetic acid